5-cyano-2-((4-fluoro-2-methylphenyl)amino)-4-(trifluoromethyl)-benzoic acid C(#N)C=1C(=CC(=C(C(=O)O)C1)NC1=C(C=C(C=C1)F)C)C(F)(F)F